N-(4-((3R,4S)-3-amino-4-fluoropiperidin-1-yl)-5-(1-(difluoromethyl)-1H-pyrazol-4-yl)pyridin-2-yl)-2-(2-fluoro-6-methoxyphenyl)pyrimidin-4-amine N[C@@H]1CN(CC[C@@H]1F)C1=CC(=NC=C1C=1C=NN(C1)C(F)F)NC1=NC(=NC=C1)C1=C(C=CC=C1OC)F